BrC=1C(=NC(=NC1)NC1=CC(=C(C=C1)N1CCOCC1)OC)NC=1C=NC2=CC=CC=C2C1 5-bromo-N2-(3-methoxy-4-morpholinophenyl)-N4-(quinolin-3-yl)pyrimidine-2,4-diamine